2-(1-(1-(5-ethylpyrimidin-2-yl)piperidin-4-yl)ethoxy)-5-(4-(methylsulfonyl)phenyl)thiazolo[5,4-b]pyridine C(C)C=1C=NC(=NC1)N1CCC(CC1)C(C)OC=1SC2=NC(=CC=C2N1)C1=CC=C(C=C1)S(=O)(=O)C